oxetane-3-yl 4-methylbenzenesulfonate CC1=CC=C(C=C1)S(=O)(=O)OC1COC1